N2-[5-cyclopropyl-1-[3-(triazol-2-yl)cyclobutyl]pyrazol-4-yl]-N4-ethyl-5-(trifluoromethyl)pyrimidine-2,4-diamine C1(CC1)C1=C(C=NN1C1CC(C1)N1N=CC=N1)NC1=NC=C(C(=N1)NCC)C(F)(F)F